[(1S,2R)-7-chloro-4-[(1R,4S)-8-cyano-4,6-difluoro-1,2,3,4-tetrahydronaphthalen-1-yl]-2-fluoro-2,3-dihydro-1H-inden-1-yl]acetate ClC=1C=CC(=C2C[C@H]([C@H](C12)CC(=O)[O-])F)[C@H]1CC[C@@H](C2=CC(=CC(=C12)C#N)F)F